1-(3-(6,7-dichloro-3-(1H-pyrazol-4-yl)-1H-indol-2-yl)-1H-1,2,4-triazol-5-yl)-2-methoxyethan-1-one ClC1=CC=C2C(=C(NC2=C1Cl)C1=NNC(=N1)C(COC)=O)C=1C=NNC1